CNCCCC[C@@H](C(=O)O)N N6-Methyl-L-lysine